FC1=C(C(=CC(=C1)C#CC1=CC=CC=C1)F)NS(=O)(=O)C=1C(=NC=CC1)C N-[2,6-difluoro-4-(2-phenylethynyl)phenyl]-2-methyl-pyridine-3-sulfonamide